C(C)OC(=O)C1=NC2=CC(=CC(=C2N=C1)C=1SC2=C(N1)C(=CC(=C2)OCCNS(=O)(=O)C2=CC=C(C=C2)F)C)C 5-(6-(2-(4-fluorophenylsulphonamido)ethoxy)-4-methylbenzo[d]thiazol-2-yl)-7-methylquinoxaline-2-carboxylic acid ethyl ester